C(#N)[C@H]1N(CSC1)C(CNC(=O)C1=CC=NC2=CC=C(C=C12)N1C[C@H](OCC1)C(F)(F)F)=O N-(2-((R)-4-Cyanothiazolidin-3-yl)-2-oxoethyl)-6-((S)-2-(trifluoromethyl)-morpholino)quinoline-4-carboxamide